bis(isocyanatoethyl)-carbonate N(=C=O)CCOC(OCCN=C=O)=O